((1s,3s)-3-(benzyloxy)cyclobutyl)methanol ethyl-2-bromooxazole-5-carboxylate C(C)C=1N=C(OC1C(=O)OCC1CC(C1)OCC1=CC=CC=C1)Br